[Na].BrC1=CC=C(C(=N1)C1=NN=NN1)C(CCCC)O 1-(6-bromo-2-(1H-tetrazol-5-yl)pyridin-3-yl)pentan-1-ol sodium salt